[N+](=O)([O-])C1=C(C(=O)O)C=C(C=C1)S(F)(F)(F)(F)F 2-Nitro-5-(pentafluorosulfanyl)benzoic acid